C(C1=CC=CC=C1)OC(COC=1N(C(=CN1)S(=O)(=O)N(COCC[Si](C)(C)C)C=1C=CC=C2C(=CN(C12)COCC[Si](C)(C)C)C#N)C)(C)C 2-(2-(benzyloxy)-2-methylpropoxy)-N-(3-cyano-1-((2-(trimethylsilyl)ethoxy)methyl)-1H-indol-7-yl)-1-methyl-N-((2-(trimethylsilyl)ethoxy)methyl)-1H-imidazole-5-sulfonamide